N-[2-(dimethylamino)ethyl]-2-fluoro-N-methyl-4-(4,4,5,5-tetramethyl-1,3,2-dioxaborolan-2-yl)aniline CN(CCN(C1=C(C=C(C=C1)B1OC(C(O1)(C)C)(C)C)F)C)C